C(C)(C)C1=CNC2=CN=C(C=C21)CC2=C(C=C(C=C2C)N2N=CC(NC2=O)=O)C 2-(4-((3-isopropyl-1H-pyrrolo[2,3-c]pyridin-5-yl)methyl)-3,5-dimethylphenyl)-1,2,4-triazine-3,5(2H,4H)-dione